2-(8-Bromo-dibenzofuran-1-yl)-4,6-diphenyl[1,3,5]triazine BrC=1C=CC2=C(C3=C(O2)C=CC=C3C3=NC(=NC(=N3)C3=CC=CC=C3)C3=CC=CC=C3)C1